CO[Si](OC)(OC)OC orthosilicic acid tetramethyl ester